COS(=O)(=O)OC.CC[N+](C)(C)CCOC(C=C)=O methyl-acryloyloxyethyl-trimethylammonium dimethyl-sulfate